dodecylammonium (2,4-dichlorophenoxy)acetate ClC1=C(OCC(=O)[O-])C=CC(=C1)Cl.C(CCCCCCCCCCC)[NH3+]